propylcarbamate C(CC)NC([O-])=O